BrC1=C(C2=C(C(OC2)=O)C=C1)F 5-bromo-4-fluoro-3H-2-benzofuran-1-one